(1-butoxypropan-2-yl) carbamate C(N)(OC(COCCCC)C)=O